C1(CC1)S(=O)(=O)N1C[C@H]([C@H](CC1)NC1=NN2C(C=NC(=C2OC2CCOCC2)C=2C=NNC2)=N1)C N-((3R,4S)-1-(cyclopropylsulfonyl)-3-methylpiperidin-4-yl)-6-(1H-pyrazol-4-yl)-5-((tetrahydro-2H-pyran-4-yl)oxy)-[1,2,4]triazolo[1,5-a]pyrazin-2-amine